C12C(CC(CC1)C2)NC(=O)CN2N=C(C1=C(C=CC=C21)F)C2CN(C2)C(=O)OC(C)(C)C tert-Butyl 3-{1-[({bicyclo[2.2.1]heptan-2-yl}carbamoyl)methyl]-4-fluoro-1H-indazol-3-yl}azetidine-1-carboxylate